BrC1=C2C(=CN=C1)SC=C2 4-bromo-thieno[2,3-c]pyridine